lauric acid methyl-acrylate COC(C=C)=O.C(CCCCCCCCCCC)(=O)O